ethyl 1-amino-3,4-di(pyridin-4-yl)-1H-pyrrole-2-carboxylate NN1C(=C(C(=C1)C1=CC=NC=C1)C1=CC=NC=C1)C(=O)OCC